2-(pyridin-4-yl)-N-(1,1,1-trifluoropropan-2-yl)pyrido[3,4-d]pyrimidin-4-amine N1=CC=C(C=C1)C=1N=C(C2=C(N1)C=NC=C2)NC(C(F)(F)F)C